C(C)(C)(C)OC(=O)N1C(CC[C@@H](C1)NC1=NC=2N(C(=N1)NCC1=CC(=CC=C1)[N+](=O)[O-])N=CC2C(C)C)(C)C (S)-5-((8-isopropyl-4-((3-nitrobenzyl)amino)pyrazolo[1,5-a][1,3,5]Triazin-2-yl)amino)-2,2-dimethylpiperidine-1-carboxylic acid tert-butyl ester